O=C(C(=O)SCCNC(CCNC([C@@H](C(COP(OP(OC[C@@H]1[C@H]([C@H]([C@@H](O1)N1C=NC=2C(N)=NC=NC12)O)OP(=O)(O)O)(=O)O)(=O)O)(C)C)O)=O)=O)CCCC(=O)O 2-oxoadipyl-CoA